3-[1-[4-(aminomethyl)phenyl]-6-(trifluoromethyl)benzimidazol-2-yl]pyridin-2-amine hydrochloride Cl.NCC1=CC=C(C=C1)N1C(=NC2=C1C=C(C=C2)C(F)(F)F)C=2C(=NC=CC2)N